FC(C1=CC=2C(=NN(N2)C2=C(C(=CC(=C2)C(C)(C)C)C(C)(C)C)O)C=C1)(F)F 5-trifluoromethyl-2-(2-hydroxy-3,5-dit-butylphenyl)-2H-benzotriazole